N1-(1-phenylethyl)-1,2-propanediamine C1(=CC=CC=C1)C(C)NCC(C)N